O=C1C2=C(OCCC1C(=O)OC)C=C(C=C2)C(F)(F)F methyl 5-oxo-8-(trifluoromethyl)-2,3,4,5-tetrahydrobenzo[b]oxepine-4-carboxylate